5-[[2-[(2S,5R)-2-(5-Carbamoyl-2-thienyl)-5-methyl-1-piperidyl]-2-oxo-acetyl]amino]-2-methoxy-pyridine-3-carboxamide C(N)(=O)C1=CC=C(S1)[C@H]1N(C[C@@H](CC1)C)C(C(=O)NC=1C=C(C(=NC1)OC)C(=O)N)=O